C1CC2(CCCN2C1)CO 1,2,3,5,6,7-hexahydropyrrolizin-8-ylmethanol